1-(9Z-heptadecenoyl)-2-(4Z,7Z,10Z,13Z,16Z,19Z-docosahexaenoyl)-glycero-3-phosphocholine CCCCCCC/C=C\CCCCCCCC(=O)OC[C@H](COP(=O)([O-])OCC[N+](C)(C)C)OC(=O)CC/C=C\C/C=C\C/C=C\C/C=C\C/C=C\C/C=C\CC